tert-butyl (R)-(2-(((3-(2-(4,4-difluoroazepan-1-yl)-4-methyl-5-(1-methyl-1H-pyrazol-4-yl)nicotinamido)phenyl)(methyl)(oxo)-λ6-sulfaneylidene)amino)-2-oxoethyl)(methyl)carbamate FC1(CCN(CCC1)C1=C(C(=O)NC=2C=C(C=CC2)[S@](=O)(C)=NC(CN(C(OC(C)(C)C)=O)C)=O)C(=C(C=N1)C=1C=NN(C1)C)C)F